2-(4-amino-1H-1,2,3-triazol-1-yl)-N,N-dimethylacetamide NC=1N=NN(C1)CC(=O)N(C)C